C(C)(=O)O.ClC1=C(C=NNC(N)=N)C=CC(=C1)Cl 2-(2,4-dichlorobenzylidene)hydrazine-carboximidamide acetate salt